Acrylic acid 4-tert-butylcyclohexyl ester C(C)(C)(C)C1CCC(CC1)OC(C=C)=O